C(C)(C)(C)OC(=O)N1C[C@H](OCC1)C(F)(F)C1=CC(=NC(=C1)N1CCN(CC1)S(=O)(=O)C1=CC=C(C=C1)N1C(OC(C1)CO)=O)Cl (2S)-2-[[2-chloro-6-[4-[4-[5-(hydroxymethyl)-2-oxo-oxazolidin-3-yl]phenyl]sulfonylpiperazin-1-yl]-4-pyridinyl]-difluoro-methyl]morpholine-4-carboxylic acid tert-butyl ester